6-chloro-N,N-bis(4-methoxybenzyl)-4,5-dimethylpyridin-2-amine ClC1=C(C(=CC(=N1)N(CC1=CC=C(C=C1)OC)CC1=CC=C(C=C1)OC)C)C